2-(4-Bromo-5-methoxyphenyl)acetic acid BrC1=CC=C(C=C1OC)CC(=O)O